[Mo].C1(CC1)C=1C=C(N=NC1C1=C(C=C(C=C1)C#C)O)NC(CNCC)=O N-(5-cyclopropyl-6-(4-ethynyl-2-hydroxyphenyl)pyridazin-3-yl)-2-(ethylamino)acetamide molybdenum